BrCC(=O)NC1=C(C=C(C=C1C)C)CC1=C(C=CC=C1F)F 2-bromo-N-(2-(2,6-difluorobenzyl)-4,6-dimethylphenyl)acetamide